7-cyano-5-(7-(((4,6-dimethyl-2-oxo-1,2-dihydropyridin-3-yl)methyl)carbamoyl)-6-methyl-5-(1-morpholinylethyl)indolizin-2-yl)indoline-1-carbamic acid tert-butyl ester C(C)(C)(C)OC(NN1CCC2=CC(=CC(=C12)C#N)C=1C=C2C=C(C(=C(N2C1)C(C)N1CCOCC1)C)C(NCC=1C(NC(=CC1C)C)=O)=O)=O